5-coumarin-benzamide O1C(=O)C=CC=2C(=CC=CC12)C1=CC=CC=C1C(=O)N